C(=O)(O)C(CCC=1SC=CC1)CC 3-carboxyl-pentyl-thiophene